2-methyl-3H-imidazo[4,5-b]pyridine CC1=NC=2C(=NC=CC2)N1